C(C)(=O)NC1=NC=CC(=C1)OC1=C(C=C(C=C1)NC1=NC=CC=C1C(=O)NC1=C(C=C(C=C1)F)OC1CCN(CC1)C)C 2-[(4-[(2-acetamidopyridin-4-yl)oxy]-3-methylphenyl)amino]-N-(4-fluoro-2-[(1-methylpiperidin-4-yl)oxy]phenyl)pyridine-3-carboxamide